C(#N)C1=C(C=C(C=C1)C(F)(F)F)NC(=O)[C@H]1[C@H]2C[C@@H]([C@@H]([C@@H]1C=1C(=NN(C1)C(C)C)C(F)(F)F)O2)O |r| rac-(1R,2R,3S,4R,5S)-N-(2-cyano-5-(trifluoromethyl)phenyl)-5-hydroxy-3-(1-isopropyl-3-(trifluoromethyl)-1H-pyrazol-4-yl)-7-oxabicyclo[2.2.1]heptane-2-carboxamide